NC1=C(SC2=NC(=CC(=C21)C)C)C(=O)NC2CC=1C=CC(=NC1CC2)N2CC(C(C2)OCC(C)OC)N 3-amino-N-{2-[3-amino-4-(2-methoxypropoxy)pyrrolidin-1-yl]-5,6,7,8-tetrahydroquinolin-6-yl}-4,6-dimethylthieno[2,3-b]pyridine-2-carboxamide